FC1=CC(=C(C=C1)C=1C=CC=2N(C1)C(=CN2)CN(C(OC(C)(C)C)=O)C)OCCC=2C(=NN(C2C)C)C(N(C)OC)=O tert-butyl N-({6-[4-fluoro-2-(2-{3-[methoxy(methyl)carbamoyl]-1,5-dimethyl-1H-pyrazol-4-yl}ethoxy)phenyl]imidazo[1,2-a]pyridin-3-yl}methyl)-N-methylcarbamate